benzyl (2-(1,4-oxazepan-6-yl)ethyl)carbamate O1CCNCC(C1)CCNC(OCC1=CC=CC=C1)=O